dithio isocyanate potassium borate B([O-])([O-])[O-].[K+].S(SN=C=O)N=C=O.[K+].[K+]